(2S)-2-(2-Cyclopropylacetamido)-N-((2-(2,6-dioxopiperidin-3-yl)-1-oxoisoindoline-5-yl)methyl)-2-phenylacetamide C1(CC1)CC(=O)N[C@H](C(=O)NCC=1C=C2CN(C(C2=CC1)=O)C1C(NC(CC1)=O)=O)C1=CC=CC=C1